C(C)(CC)C1=CC=C(C=C1)C1N(CCC(C1)C(=O)N)S(=O)(=O)C1=CN(C=C1)C (4-(sec-butyl)phenyl)-1-((1-methyl-1H-pyrrol-3-yl)sulfonyl)piperidine-4-carboxamide